4-[3-[2,6-dichloro-4-[(3S,5R)-3,5-dimethylpiperazin-1-yl]benzoyl]-2,4-dihydro-1,3-benzoxazine-8-yl]-5-fluoro-2-(3-oxa-8-azabicyclo[3.2.1]octan-8-yl)benzoic acid ClC1=C(C(=O)N2COC3=C(C2)C=CC=C3C3=CC(=C(C(=O)O)C=C3F)N3C2COCC3CC2)C(=CC(=C1)N1C[C@@H](N[C@@H](C1)C)C)Cl